FC(C1=NN=C(S1)N1C(N(C2=C1C=CC(=C2)F)C)=O)F 1-[5-(difluoromethyl)-1,3,4-thiadiazol-2-yl]-5-fluoro-3-methyl-benzimidazol-2-one